CC1(OB(OC1(C)C)C=1C=C2C=CC(NC2=CC1)=O)C 6-(4,4,5,5-tetramethyl-1,3,2-dioxaborolan-2-yl)-1H-Quinolin-2-one